Cl.C1(=CC(=CC=C1)OC1=CC=C(C=C1)[C@H](C)N)C (S)-1-(4-(m-tolyloxy)phenyl)ethylamine hydrochloride